C(C)OC1=CC(=C(C(=O)O)C=C1)CC 4-ethoxy-2-ethylbenzoic acid